1H-2,1-benzothiazin-4(3H)-one 2,2-dioxide N1S(CC(C2=C1C=CC=C2)=O)(=O)=O